NC1=NN2C(C=C(C=C2)C=2C=NC=3CCN(C(C3C2)=O)CC2=C(C=CC(=C2)OC(F)(F)F)F)=N1 3-(2-amino-[1,2,4]triazolo[1,5-a]pyridin-7-yl)-6-(2-fluoro-5-(trifluoromethoxy)benzyl)-7,8-dihydro-1,6-naphthyridin-5(6H)-one